Methyl 1-(1,3-dihydroisobenzofuran-5-yl)-6-oxo-pyridazine-3-carboxylate C1OCC2=CC(=CC=C12)N1N=C(C=CC1=O)C(=O)OC